3-methyl-5-trifluoromethyl-benzo[b]thiophene-2-carboxylic acid ethyl ester C(C)OC(=O)C1=C(C2=C(S1)C=CC(=C2)C(F)(F)F)C